ClC1=C(C=CC(=C1)Cl)CN(C(CC1=CC=C(C=C1)OCC(C)C)=O)C1CCN(CC1)C N-[(2,4-dichlorophenyl)methyl]-N-(1-methylpiperidin-4-yl)-2-[4-(2-methylpropoxy)phenyl]acetamide